urea-calcium salt [Ca].NC(=O)N